(3aR,4R,7aS)-4-(4-bromophenyl)-3a,4,7,7a-tetrahydroisobenzofuran-1,3-dione BrC1=CC=C(C=C1)[C@H]1[C@H]2C(OC([C@H]2CC=C1)=O)=O